ClC1=C(C(=CC=C1)Cl)N1C=2N(C3=C(C1=O)C=NC(=N3)NC3=CC(=C(C(=C3)Cl)N3CCN(CC3)C)Br)CCN2 6-(2,6-Dichlorophenyl)-2-((3-bromo-5-chloro-4-(4-methylpiperazin-1-yl)phenyl)amino)-8,9-dihydroimidazo[1,2-a]pyrimido[5,4-e]pyrimidin-5(6H)-one